CSC1=C(C(C)=C(C(=C1)SC)N)N 3,5-dimethylthiotoluene-2,6-diamine